Cl.C1NC(CC2=CC=CC=C12)C(=O)N 1,2,3,4-tetrahydroisoquinoline-3-carboxamide hydrochloride